OC=1C=C2C(=CC(=C(C2=CC1C)C)C(=O)O)C 6-hydroxy-1,4,7-trimethyl-2-naphthoic acid